1-(2,4,6-trichloro-phenyl)-propan-2-one ClC1=C(C(=CC(=C1)Cl)Cl)CC(C)=O